OC=1C(=CC(=C2C=CC=NC12)[N+](=O)[O-])C(NC(CC=1C=NC=CC1)=O)C1=CC=C(C=C1)OC N-[(8-hydroxy-5-nitroquinolin-7-yl)(4-methoxyphenyl)methyl]-2-(pyridin-3-yl)acetamide